ClCC1=CC(=CC(=C1)F)F 1-(chloromethyl)-3,5-difluorobenzene